IC1=C(C(=CC=C1)[N+](=O)[O-])OC 1-iodo-2-(methoxy)-3-nitrobenzene